FC1=C(C(=C2C=CNC2=C1F)S(=O)(=O)C)OC1=C(C=C(C(=C1)C=1NC=C(N1)C1(CCOC2=CC=CC=C12)C)F)CNC(C)C N-[[2-[(6,7-difluoro-4-methylsulfonyl-1H-indol-5-yl)oxy]-5-fluoro-4-[4-(4-methylchroman-4-yl)-1H-imidazol-2-yl]phenyl]methyl]propan-2-amine